6-(1-(difluoromethyl)cyclopropyl)-4-hydroxypyrido[4,3-d]pyrimidin-7(6H)-one FC(C1(CC1)N1C=C2C(N=CN=C2O)=CC1=O)F